C1C[C@]2([C@H]([C@H](C(O2)O)O)O)C3=C(C1=O)C=C(C=C3)C(=O)O The molecule is a oxaspiro compound obtained by formal spirocyclisation of dehypoxanthinylfutalosine. It is an oxaspiro compound and a member of benzoic acids. It derives from a futalosine. It is a conjugate acid of a cyclic dehypoxanthinylfutalosinate(1-).